3-([1,1'-biphenyl]-4-yl)-1-(1-cyanopyrrolidin-3-yl)-1-methylurea C1(=CC=C(C=C1)NC(N(C)C1CN(CC1)C#N)=O)C1=CC=CC=C1